1-(2-(3-(ethoxymethyl)-1-(2-(6-methylpyridin-3-yl)propan-2-yl)pyrrolidin-3-yl)ethyl)-1H-imidazo[4,5-c]pyridine citrate C(CC(O)(C(=O)O)CC(=O)O)(=O)O.C(C)OCC1(CN(CC1)C(C)(C)C=1C=NC(=CC1)C)CCN1C=NC=2C=NC=CC21